ethyl 2-[(2S,3R)-3-[tert-butyl (dimethyl) silyl] oxy-3-(4-cyano-3,5-diethoxy-phenyl)-2-(cyclopentoxy) propyl]-1,3-benzothiazole-4-carboxylate [Si](C)(C)(C(C)(C)C)O[C@@H]([C@H](CC=1SC=2C(N1)=C(C=CC2)C(=O)OCC)OC2CCCC2)C2=CC(=C(C(=C2)OCC)C#N)OCC